C(C)(C)(C)OC(NCCCC(=O)C1=CC2=C(N(C(O2)=O)C)C=C1)=O N-[4-(3-methyl-2-oxo-1,3-benzoxazol-6-yl)-4-oxo-butyl]carbamic acid tert-butyl ester